1-[(2-chloro-4-fluorophenyl)methyl]-5-(difluoromethyl)indazole-3-carboxylic acid ClC1=C(C=CC(=C1)F)CN1N=C(C2=CC(=CC=C12)C(F)F)C(=O)O